C(C)(C)(C)OC(=O)C1=C(C=CC(=N1)N1CC2=C(C=CC=C2CC1)C(=O)O)C=1C=NN(C1C)CC1CCCCC1 2-[6-tert-butoxycarbonyl-5-[1-(cyclohexylmethyl)-5-methyl-pyrazol-4-yl]-2-pyridyl]-3,4-dihydro-1H-isoquinoline-8-carboxylic acid